NC=1C(=NC(=CN1)C1=CC=C(C=C1)[C@]12CN(C[C@@H]2C1)C(C)C)C=1C=C2CCNC(C2=CC1F)=O 6-(3-amino-6-(4-((1S,5R)-3-isopropyl-3-azabicyclo[3.1.0]hexane-1-yl)phenyl)pyrazin-2-yl)-7-fluoro-3,4-dihydroisoquinolin-1(2H)-one